C(CC)(=O)[O-].[Cr+3].C(CC)(=O)[O-].C(CC)(=O)[O-] chromium propionate